[Se]1N=CC=C1 [1,2]Selenazol